2-(2-fluoro-4-methylphenyl)-5-(1H-pyrazol-4-yl)-1-{[2-(trimethylsilyl)ethoxy]methyl}-1H-pyrrole-3-carbonitrile FC1=C(C=CC(=C1)C)C=1N(C(=CC1C#N)C=1C=NNC1)COCC[Si](C)(C)C